CC=1N=C2N(CCN(C2)C(=O)C=2C=C3C(=NC2)NC=C3C3=CC=C2C(NC4(C2=C3)CCCCC4)=O)C1 6'-(5-(2-methyl-5,6,7,8-tetrahydroimidazo[1,2-a]pyrazine-7-carbonyl)-1H-pyrrolo[2,3-b]pyridin-3-yl)spiro[cyclohexane-1,1'-isoindolin]-3'-one